O1C(=CC=C1)C1=NC(=NC(=C1)N1N=NC2=C1C=C(C=C2)OC=2C=NNC2)N 4-(furan-2-yl)-6-[6-(1H-pyrazol-4-yloxy)-1,2,3-benzotriazole-1-yl]pyrimidin-2-amine